5-HEXYL-5-METHYLDIHYDROFURAN C(CCCCC)C1(CCCO1)C